4-(4-chlorophenyl)-3-(5-(4-chlorophenyl)-1-(2,2-difluoro-4-hydroxybutanoyl)-4,5-dihydro-1H-pyrazol-3-yl)quinolin-2(1H)-one ClC1=CC=C(C=C1)C1=C(C(NC2=CC=CC=C12)=O)C1=NN(C(C1)C1=CC=C(C=C1)Cl)C(C(CCO)(F)F)=O